COC(=O)[C@@H]1[C@H]2C([C@H]2CN1)(C)C.CON(C(\C=C/C1=CC=C(C=C1)OC)=O)C (2Z)-N-methoxy-3-(4-methoxyphenyl)-N-methyl-2-propenamide methyl-(1r,2s,5s)-6,6-dimethyl-3-azabicyclo-[3.1.0]hexane-2-carboxylate